ClC=1C=C2C(=CNC2=CC1)C[C@@H](CC1=CC=CC=C1)NC(OC(C)(C)C)=O tert-butyl (R)-(1-(5-chloro-1H-indol-3-yl)-3-phenylpropan-2-yl)carbamate